FC1(CNCC[C@@H]1N1CCN(CC1)C1=CC=CC=2N(C(N(C21)C)=O)N2C(CCCC2=O)=O)F [4-[4-[(4S)-3,3-difluoro-4-piperidinyl]piperazin-1-yl]-3-methyl-2-oxo-benzoimidazol-1-yl]piperidine-2,6-dione